ClC=1C=CC(=C(C1)[C@@H]1[C@H](C1)C(=O)NC1=NC(=CC(=C1)NCC=1N=C2N(C=C(C=C2)C2CC2)C1)C)C#N |r| rac-(1S*,2S*)-2-(5-chloro-2-cyanophenyl)-N-(4-(((6-cyclopropyl-imidazo[1,2-a]pyridin-2-yl)methyl)amino)-6-methylpyridin-2-yl)cyclopropane-1-carboxamide